C(C)OC=C(C(=O)OCC)C(C(F)(F)F)=O ethyl 2-(ethoxymethylidene)-4,4,4-trifluoro-3-oxobutanoate